CNS(=O)(=O)C=1C=C2CNC(C2=CC1)C(=O)O 5-(N-Methylsulfamoyl)isoindoline-1-carboxylic Acid